7-((2-hydroxyethyl)(6-(((nonyloxy)carbonyl)oxy)hexyl)amino)heptyl 2-hexyldecanoate C(CCCCC)C(C(=O)OCCCCCCCN(CCCCCCOC(=O)OCCCCCCCCC)CCO)CCCCCCCC